C(C)(C)(C)OC(=O)N1C2C=C(CC1CC2)C=2C=C1CN(C(C1=CC2)=O)C2C(NC(CC2)=O)=O.BrC(C(=O)OCCOC(C(C)(C)Br)=O)(C)C 1,2-bis(2-bromoisobutyryloxy)ethane tert-butyl-3-(2-(2,6-dioxopiperidin-3-yl)-1-oxoisoindolin-5-yl)-8-azabicyclo[3.2.1]oct-2-ene-8-carboxylate